CC(C(C)O)\C=C/C1C(C(=CC1)C)(C)C (4Z)-3-methyl-5-(2,2,3-trimethylcyclopent-3-en-1-yl)pent-4-en-2-ol